O[C@@H]1C[C@H](N(C1)C(=O)[C@H](C(C)(C)C)NC(OC(C)(C)C)=O)C(NCC1=CC=C(C=C1)C1=C(N=CS1)C)=O tert-butyl N-[(1S)-1-[(2S,4R)-4-hydroxy-2-[[4-(4-methylthiazol-5-yl)phenyl]methylcarbamoyl]pyrrolidine-1-carbonyl]-2,2-dimethyl-propyl]carbamate